tert-butyl (4S)-4-((4-(3-(2,6-dioxopiperidin-3-yl)-7-fluoro-1-methyl-1H-indazol-6-yl)piperidin-1-yl)methyl)-3,3-dimethylpiperidine-1-carboxylate O=C1NC(CCC1C1=NN(C2=C(C(=CC=C12)C1CCN(CC1)C[C@@H]1C(CN(CC1)C(=O)OC(C)(C)C)(C)C)F)C)=O